NC1=NC=NN2C1=C(C=C2C=2C=C(C(=NC2)OC)C(=O)N[C@@H]2CN(C[C@@H]2F)C(=O)OCC)CN2CCC(CC2)(F)F ethyl (3R,4S)-3-(5-{4-amino-5-[(4,4-difluoropiperidin-1-yl)methyl]pyrrolo[2,1-f][1,2,4]triazin-7-yl}-2-methoxypyridine-3-amido)-4-fluoropyrrolidine-1-carboxylate